(2S,3R,4R)-1-acetyl-4-((3-chlorophenyl)amino)-2-cyclopropyl-3-methyl-1,2,3,4-tetrahydroquinoline-6-carboxamide C(C)(=O)N1[C@H]([C@@H]([C@H](C2=CC(=CC=C12)C(=O)N)NC1=CC(=CC=C1)Cl)C)C1CC1